4-(2,6-difluorophenyl)-4-hydroxybutanenitrile FC1=C(C(=CC=C1)F)C(CCC#N)O